methyl 2-(2-(2-(4-((tert-butoxycarbonyl)amino)phenyl)thiazole-4-carboxamido)acrylamido)acrylate C(C)(C)(C)OC(=O)NC1=CC=C(C=C1)C=1SC=C(N1)C(=O)NC(C(=O)NC(C(=O)OC)=C)=C